CC1(C2CCC(C1C2)CC(C=O)C)C 3-(6,6-dimethylbicyclo[3.1.1]hept-2-yl)-2-methylpropanal